COC(CC1CCN(CC1)CC1=C(C(=NC(=C1)C1=CC(=CC(=C1)Cl)Cl)OCC1=CC=CC=C1)F)=O 2-(1-((2-(benzyloxy)-6-(3,5-dichlorophenyl)-3-fluoropyridin-4-yl)methyl)piperidin-4-yl)acetic acid methyl ester